ClC1=CC=C(C=C1)C1=C2C=CC3=CC=C(C4=CC=C(C=C1)C2=C43)N(C4=CC=CC=C4)C4=CC=CC=C4 6-(4-chlorophenyl)-N,N-diphenylpyrene-1-amine